BrC1=CC(=CC2=C1OCO2)C=O 7-Bromobenzo[d][1,3]dioxole-5-carbaldehyde